CN1C(C2=CC(=CC=C2CC1)C=C)=O 2-methyl-7-vinyl-3,4-dihydroisoquinoline-1(2H)-one